(N-aminoethyl-γ-aminopropyl)trimethoxysilane NCCNCCC[Si](OC)(OC)OC